C1=CC=CC2=[O+]C3=CC=CC=C3C=C12 xanthenium